(4-(2,7-dibromo-9,9-dimethylacridin-10(9H)-yl)butyl)phosphonic acid BrC1=CC=2C(C3=CC(=CC=C3N(C2C=C1)CCCCP(O)(O)=O)Br)(C)C